C(CCCCCCCC)C1OCCO1 2-nonyl-1,3-dioxolane